2-(6-(decyl((4-hydroxycyclohexyl)methyl)amino)hexyl)-2-methylmalonate C(CCCCCCCCC)N(CCCCCCC(C(=O)[O-])(C(=O)[O-])C)CC1CCC(CC1)O